(R)-1-(2-fluorophenyl)ethyl (4-(5-aminopyrimidin-2-yl)-1-methyl-1H-pyrazol-5-yl)carbamate NC=1C=NC(=NC1)C=1C=NN(C1NC(O[C@H](C)C1=C(C=CC=C1)F)=O)C